beta-alanyl-coenzyme A NCCC(=O)SCCNC(CCNC([C@@H](C(COP(OP(OC[C@@H]1[C@H]([C@H]([C@@H](O1)N1C=NC=2C(N)=NC=NC12)O)OP(=O)(O)O)(=O)O)(=O)O)(C)C)O)=O)=O